C1OCC12CCC(CC2)N2C1=NC=NC=C1NC2=O 9-(2-oxaspiro[3.5]nonan-7-yl)-7,9-dihydro-8H-purin-8-one